N2,2-dimethylguanine CNC1(NC(C2=NC=NC2=N1)=O)C